(2-aminoethyl)-1-[4-[[5-(2,3-difluoro-4-methoxy-phenyl)-1-methyl-imidazole-2-carbonyl]amino]-2-ethyl-benzoyl]piperidine-4-carboxamide NCCC1N(CCC(C1)C(=O)N)C(C1=C(C=C(C=C1)NC(=O)C=1N(C(=CN1)C1=C(C(=C(C=C1)OC)F)F)C)CC)=O